(3-Aminomethyl-phenyl)-(1,3-dimethyl-azetidin-3-yl)-(4-isopropyl-phenyl)-methanol NCC=1C=C(C=CC1)C(O)(C1=CC=C(C=C1)C(C)C)C1(CN(C1)C)C